COC1=CC=C(C=C1)CCNC(N([C@H]1CN(CCC1)C=1N=NC=CC1)C)=O 3-[2-(4-methoxyphenyl)ethyl]-1-methyl-1-[(3R)-1-(pyridazin-3-yl)piperidin-3-yl]urea